C1CCCC12CCC(CC2)SCC=2N=NNC2C(=O)O 4-((spiro[4.5]decan-8-ylthio)methyl)-1H-1,2,3-triazole-5-carboxylic acid